C(CC(C)C)OC[C@H](N(C(CCC=C)=O)C)C(=O)O O-isopentyl-N-methyl-N-(pent-4-enoyl)-L-serine